CC(CNC(=O)C)O N-(2-hydroxypropyl)acetamide